1,3,5-tris(N,N-dimethyl-3-aminopropyl)hexahydro-s-triazine CN(CCCN1CN(CN(C1)CCCN(C)C)CCCN(C)C)C